OC1=C(C=C(C(=C1)O)O)C(C)=O 1-(2,4,5-trihydroxyphenyl)ethanone